FC=1C(=CN(C1C1=CC=CC=C1)S(=O)(=O)C=1C=NC=CC1)CNC 1-[4-fluoro-5-phenyl-1-(pyridin-3-ylsulfonyl)-1H-pyrrol-3-yl]-N-methylmethylamine